2-bromo-4-(propan-2-ylideneamino)phenyl sulfurofluoridate S(OC1=C(C=C(C=C1)N=C(C)C)Br)(=O)(=O)F